N-(biphenyl-4-yl)-N-(4-bromophenyl)-9,9-dimethyl-9H-fluoren-2-amine C1(=CC=C(C=C1)N(C1=CC=2C(C3=CC=CC=C3C2C=C1)(C)C)C1=CC=C(C=C1)Br)C1=CC=CC=C1